BC1=CN(C2=C(C=CC=C12)C#N)C(=O)OC(C)(C)C tert-butyl 3-boranyl-7-cyanoindole-1-carboxylate